5-methyl-1-phenyl-4-(4,4,5,5-tetramethyl-1,3,2-dioxaborolan-2-yl)pyrazole CC1=C(C=NN1C1=CC=CC=C1)B1OC(C(O1)(C)C)(C)C